4-(2-((4-(morpholino-3,3,5,5-d4)phenyl)amino)pyrimidin-4-yl)benzoic acid O1CC(N(C(C1)([2H])[2H])C1=CC=C(C=C1)NC1=NC=CC(=N1)C1=CC=C(C(=O)O)C=C1)([2H])[2H]